NCCCCC(C(=O)O)N1CCN2CCCN(CCN(CCC1)CC2)CP(=O)(O)O 6-amino-2-(11-(phosphonomethyl)-1,4,8,11-tetraazabicyclo[6.6.2]hexadecan-4-yl)hexanoic acid